FC(C(=O)N1CCOCC1)(C1=CC(=C(C=C1)N1CCCCC1)[N+](=O)[O-])F 2,2-difluoro-1-morpholino-2-(3-nitro-4-(piperidin-1-yl)phenyl)ethan-1-one